C(C)OC(C(C)(C)OC1=C(C=C(C=C1C)CN1C(N(CC1)C1=CC=C(C=C1)OC(F)(F)F)=O)C)=O 2-(2,6-dimethyl-4-((2-oxo-3-(4-(trifluoromethoxy)phenyl)imidazolin-1-yl)methyl)phenoxy)-2-methylpropanoic acid ethyl ester